(S)-3-((8-Methoxyquinolin-3-yl)(methyl)amino)pyrrolidine-1-carboxylic acid tert-butyl ester C(C)(C)(C)OC(=O)N1C[C@H](CC1)N(C)C=1C=NC2=C(C=CC=C2C1)OC